C1CCC12CN(CC2)CC=2C=CC=1N(C2)C=C(N1)CN1N=NC(=C1)C1=C2C=NN(C2=CC(=C1)Br)C1OCCCC1 4-(1-((6-((6-azaspiro[3.4]octan-6-yl)methyl)imidazo[1,2-a]pyridin-2-yl)methyl)-1H-1,2,3-triazol-4-yl)-6-bromo-1-(tetrahydro-2H-pyran-2-yl)-1H-indazole